N1CCCN[C@H]2[C@H]1CCCC2 (5aR,9aR)-decahydro-1h-1,5-benzodiazepin